NC(C(=O)O)C(CC)O alpha-amino-beta-hydroxyvaleric Acid